C1OCC12CN(C2)C=2C=CC=1N(N2)C(=CN1)C#CC=1C=NC=C(C(=O)NC2=CC(=C(C=C2)CN2CCN(CC2)C)C(F)(F)F)C1 5-((6-(2-Oxa-6-azaspiro[3.3]heptan-6-yl)imidazo[1,2-b]pyridazin-3-yl)ethynyl)-N-(4-((4-methylpiperazin-1-yl)methyl)-3-(trifluoromethyl)phenyl)nicotinamide